(2-[(DIBUTYLAMINO)METHYL]PHENYL)BORANEDIOL C(CCC)N(CCCC)CC1=C(C=CC=C1)B(O)O